3-(Biphenyl-3-yl)-2-(hydroxymethyl)-2-[(3R)-pyrrolidin-3-yl]propanoic acid hydrochloride Cl.C1(=CC(=CC=C1)CC(C(=O)O)([C@@H]1CNCC1)CO)C1=CC=CC=C1